NC=1SC(=C(N1)C=O)C(=O)OCC ethyl 2-amino-4-formylthiazole-5-carboxylate